N-(2-formylbenzyl)-N-(2-oxo-2-((2'-oxo-1,1',2',3-tetrahydrospiro[indene-2,3'-pyrrolo[2,3-b]pyridin]-5-yl)amino)ethyl)pivalamide C(=O)C1=C(CN(C(C(C)(C)C)=O)CC(NC=2C=C3CC4(C(NC5=NC=CC=C54)=O)CC3=CC2)=O)C=CC=C1